6-chloro-3-(chloromethyl)pyrimidin-4-one ClC1=CC(N(C=N1)CCl)=O